N2-(4-(4-(2-chloroethyl)piperazin-1-yl)phenyl)-9-cyclopentyl-N8-phenyl-9H-purine-2,8-diamine ClCCN1CCN(CC1)C1=CC=C(C=C1)NC1=NC=C2N=C(N(C2=N1)C1CCCC1)NC1=CC=CC=C1